ClC=1C(=NC=CC1)C(=O)NC1(CCN(CC1)C1=NC=C(N=C1)C=1C=2N(C=C(C1)OCC1(CNC1)F)N=CC2C#N)C 3-chloro-N-(1-(5-(3-cyano-6-((3-fluoroazetidin-3-yl)methoxy)pyrazolo[1,5-a]pyridin-4-yl)pyrazin-2-yl)-4-methylpiperidin-4-yl)picolinamide